O=C1C2=C(N(CCC1)C(=O)OC(C)(C)C)C=CC=C2 tert-Butyl 5-oxo-2,3,4,5-tetrahydro-1H-benzo[b]azepine-1-carboxylate